3-(ETHYLTHIO)PROPANOIC ACID C(C)SCCC(=O)O